[N+](=O)([O-])C1=CC=C(C2=CC=CC=C12)N1C(C=CC1=O)=O 1-(4-nitronaphthalen-1-yl)-1H-pyrrole-2,5-dione